ClC=1C=C(C=CC1)C1=NNC=C1CNC(C1=CC=C(C=C1)CCCCCC)=O N-((3-(3-chlorophenyl)-1H-pyrazol-4-yl)methyl)-4-hexylbenzamide